FC=1C(=NC(=NC1)N[C@H]1[C@@H](COCC1)O)C=1C=C2C(=C(C=NC2=C(C1)F)C(C)(C)O)C(C)C (3S,4R)-4-((5-fluoro-4-(8-fluoro-3-(2-hydroxypropan-2-yl)-4-isopropylquinolin-6-yl)pyrimidin-2-yl)amino)tetrahydro-2H-pyran-3-ol